3-((2,6-dichlorobenzyl)thio)-4-(3-fluorophenyl)-5-methyl-4H-1,2,4-triazole ClC1=C(CSC2=NN=C(N2C2=CC(=CC=C2)F)C)C(=CC=C1)Cl